COC1=C(C(=CC=C1)OC)C1OC(=C(C1=O)OS(=O)(=O)C1=CC=CC=C1)N 2-(2,6-dimethoxyphenyl)-4-[[phenylsulfonyl]oxy]-5-amino-3(2H)-furanone